(4R)-N-((R)-cyclopropyl(2-fluoro-4-(trifluoromethyl)phenyl)methyl)-4-(difluoromethyl)-1-((5-(methylsulfonyl)-3-pyridinyl)carbonyl)-D-prolinamide C1(CC1)[C@@H](NC([C@@H]1N(C[C@@H](C1)C(F)F)C(=O)C=1C=NC=C(C1)S(=O)(=O)C)=O)C1=C(C=C(C=C1)C(F)(F)F)F